C(=S)(N)NNC(=S)N Dithiourea